C(C1=CC=CC=C1)C([C@H](N)C(=O)O)O β-benzyl-serine